C(CCC)NC[Si](OC)(OC)OC N-n-butyl-aminomethyltrimethoxysilane